(1S,2S)-2-ALLYLCYCLOHEXYL FORMATE C(=O)O[C@@H]1[C@@H](CCCC1)CC=C